C(#N)C=1C=C2CN(CC2=CC1)C1=CC=CC(=N1)N1CCN(CC1)CC1=NC2=C(N1C[C@H]1OCC1)C=C(C=C2)C(=O)O (S)-2-((4-(6-(5-cyanoisoindolin-2-yl)pyridin-2-yl)piperazin-1-yl)methyl)-1-(oxetan-2-ylmethyl)-1H-benzo[d]imidazole-6-carboxylic acid